tert-butyl (1R,4R)-5-(2-(3,7-dibromo-10H-phenoxazin-10-yl)ethyl)-2,5-diazabicyclo[2.2.1]heptane-2-carboxylate BrC=1C=CC=2N(C3=CC=C(C=C3OC2C1)Br)CCN1[C@H]2CN([C@@H](C1)C2)C(=O)OC(C)(C)C